4-[2-ethoxyethyl-(methyl)amino]-4-methyl-pent-2-ynethioic acid S-methyl ester CSC(C#CC(C)(C)N(C)CCOCC)=O